N1=CC(=CC=C1)COC(NCC1=CC=C(C=C1)C(NC1=C(C=CC=C1)N)=O)=O N-[[4-[(2-aminophenyl)carbamoyl]phenyl]methyl]carbamic acid pyridin-3-ylmethyl ester